ClC1=CC=C(C=N1)S(=O)NC(OC(C)(C)C)=O tert-butyl ((6-chloropyridin-3-yl)sulfinyl)carbamate